tertiary-butyl isocyanate C(C)(C)(C)N=C=O